NC1=NC=NC=2N(C3=CC=C(C=C3C21)C(=O)NC)CC(=O)N2[C@@H]1C[C@@H]1C[C@H]2C(NC2=NC(=CC=C2)Br)=O 4-amino-9-(2-((1R,3S,5R)-3-((6-bromopyridin-2-yl)carbamoyl)-2-azabicyclo[3.1.0]hexan-2-yl)-2-oxoethyl)-N-methyl-9H-pyrimido[4,5-b]indole-6-carboxamide